C(C1=CC=CC=C1)N1CCC(CC1)(C(=O)N)C=1C(=NC=C(C1)F)Cl 1-benzyl-4-(2-chloro-5-fluoro-3-pyridyl)piperidine-4-carboxamide